NC1=C(C(=O)NCC2=CC=CC3=CC=CC=C23)C=CC=C1 2-amino-N-(naphthalen-1-ylmethyl)benzamide